C(C)(C)(C)OC(=O)N1C(C=2C(CC1)=C(N(N2)C)C=2C=NC=C(C2)CC(=O)OC)C 3-[5-(2-methoxy-2-oxo-ethyl)-3-pyridinyl]-2,7-dimethyl-5,7-dihydro-4H-pyrazolo[3,4-c]pyridine-6-carboxylic acid tert-butyl ester